C(C)(C)(C)OC(C(C)(C)O[C@H]1CN(CCC1)C1=NC(=NC=C1)N)=O (R)-2-((1-(2-aminopyrimidin-4-yl)piperidin-3-yl)oxy)-2-methylpropanoic acid tert-butyl ester